C(C)[N-]C.[Li+] lithium ethylmethyl-amide